4-[(4-amino-2-methylsulfanyl-pyrimidin-5-yl)methylamino]-3,4-dihydro-2H-quinoline-1-carboxylic acid tert-butyl ester C(C)(C)(C)OC(=O)N1CCC(C2=CC=CC=C12)NCC=1C(=NC(=NC1)SC)N